C(C)(=O)O[C@H]1C(C(C(O)=O)(O[C@H]([C@@H]1NC(C)=O)[C@H](OC(C)=O)[C@H](OC(C)=O)COC(C)=O)Cl)C methyl-N-acetyl-2-chloro-2-deoxyneuraminic acid 4,7,8,9-tetraacetate